FC=1C=C(C(=O)N2CCC(CC2)N2CC(C2)(N2N=CC(=C2)C=2C3=C(N=CN2)NC=C3)CC#N)C=CC1C=1C=CC=C3C=CN=CC13 {1-[1-(3-fluoro-4-isoquinolin-8-ylbenzoyl)piperidin-4-yl]-3-[4-(7H-pyrrolo[2,3-d]pyrimidin-4-yl)-1H-pyrazol-1-yl]azetidin-3-yl}acetonitrile